β-iodo-β-phenylpropionic acid IC(CC(=O)O)C1=CC=CC=C1